FC(S(=O)(=O)OC1=C(CN(C1)C(=O)OC(C)(C)C)C(=O)OCC)(F)F O1-tert-Butyl O3-ethyl 4-(trifluoromethylsulfonyloxy)-2,5-dihydropyrrole-1,3-dicarboxylate